C(C)OC(C[C@H](C=1C=C2CCCC2=C(C1)CO)C1=C(C2=C(N(N=N2)C)C=C1)C)=O (3R)-3-(1,4-dimethyl-1H-benzotriazol-5-yl)-3-[7-(hydroxymethyl)-2,3-dihydro-1H-inden-5-yl]propanoic acid ethyl ester